2-(6-bromo-1-oxo-isoindolin-2-yl)-2-[1-(2-trimethylsilylethoxymethyl)-5,6-dihydro-4H-cyclopenta[c]pyrazol-3-yl]acetonitrile BrC1=CC=C2CN(C(C2=C1)=O)C(C#N)C=1C2=C(N(N1)COCC[Si](C)(C)C)CCC2